1-(4-(4-AMINO-1-CYCLOPROPYL-1H-PYRAZOLO[3,4-D]PYRIMIDIN-3-YL)-2-FLUOROPHENYL)-3-(3-(TRIFLUOROMETHYL)ISOXAZOL-5-YL)UREA NC1=C2C(=NC=N1)N(N=C2C2=CC(=C(C=C2)NC(=O)NC2=CC(=NO2)C(F)(F)F)F)C2CC2